NC=1C=2N(C3=CC(=C(C=C3N1)F)C(=O)N1[C@@H]3[C@H](CCC1)OC1=C3C=CC(=C1)C(F)(F)F)C=NC2Cl (4-amino-3-chloro-7-fluoroimidazo[1,5-a]quinoxalin-8-yl)((4aS,9bS)-7-(trifluoromethyl)-3,4,4a,9b-tetrahydrobenzofuro[3,2-b]pyridin-1(2H)-yl)methanone